1-(7-Isopropyl-1,3-dimethyl-2-oxo-2,3-dihydro-1H-benzo[d]imidazol-5-yl)-2,3,4,6-tetrahydro-1,6-naphthyridin-7(1H)-one C(C)(C)C1=CC(=CC2=C1N(C(N2C)=O)C)N2CCCC1=CNC(C=C21)=O